(R)-4-(3-(3-ethyl-4-(2-(3-methylpiperazin-1-yl)ethoxy)phenyl)-4,4-dimethyl-5-oxo-2-thioxoimidazolidin-1-yl)-2-(trifluoromethyl)benzonitrile hydrochloride Cl.C(C)C=1C=C(C=CC1OCCN1C[C@H](NCC1)C)N1C(N(C(C1(C)C)=O)C1=CC(=C(C#N)C=C1)C(F)(F)F)=S